tri(2-furanyl)phosphine O1C(=CC=C1)P(C=1OC=CC1)C=1OC=CC1